S1C=NC2=C1C=CC(=C2)CN(C(=O)[C@H]2N(CCC2)S(=O)(=O)C2=CC=C(C=C2)OC)C2CC1CC1CC2 (2S)-N-(benzo[d]thiazol-5-ylmethyl)-N-(bicyclo[4.1.0]heptan-3-yl)-1-((4-methoxyphenyl)sulfonyl)pyrrolidine-2-carboxamide